7-[(3S*)-1-{3-[3-(1,3-dioxolan-2-yl)propoxy]phenyl}piperidin-3-yl]-4-methyl-1H-indole-3-carbonitrile O1C(OCC1)CCCOC=1C=C(C=CC1)N1C[C@@H](CCC1)C=1C=CC(=C2C(=CNC12)C#N)C |o1:17|